C(C=O)F The molecule is an aldehyde that is acetaldehyde in which one of the hydrogens of the methyl group is replaced by fluorine. It has a role as a cardiotoxic agent. It is an organofluorine compound and an aldehyde. It derives from an acetaldehyde.